tert-butyl (4-((dimethylamino)methyl)benzyl)(methyl)carbamate CN(C)CC1=CC=C(CN(C(OC(C)(C)C)=O)C)C=C1